cis-7-fluoro-2-(1-fluoro-1-methyl-propyl)-5-phenyl-6,7-dihydro-5H-pyrrolo[1,2-b][1,2,4]triazole F[C@H]1C[C@H](N2N=C(N=C21)C(CC)(C)F)C2=CC=CC=C2